2-[[cyclobutylmethyl(methyl)carbamoyl]amino]-4-[2-phenoxyethyl-[4-(5,6,7,8-tetrahydro-1,8-naphthyridin-2-yl)butyl]amino]butanoic acid C1(CCC1)CN(C(=O)NC(C(=O)O)CCN(CCCCC1=NC=2NCCCC2C=C1)CCOC1=CC=CC=C1)C